OC1=C(C=CC=C1)C(C1=CC=C(C=C1)OC)=O 2'-hydroxy-4-methoxyl-benzophenone